ClC1=CC=C(C=C1)[C@H](C(F)(F)F)N(S(=O)(=O)C=1N=C2N(C=CN=C2)C1)C (R)-N-(1-(4-chlorophenyl)-2,2,2-trifluoroethyl)-N-methylimidazo[1,2-a]pyrazine-2-sulfonamide